CC(CCCCCCC)=O Nonanon